diphenylphosphine oxide C1(=CC=CC=C1)P(C1=CC=CC=C1)=O